2-oxo-N-(4-(phenylamino)phenyl)-3-(propan-2-ylidene)indoline-5-sulfonamide O=C1NC2=CC=C(C=C2C1=C(C)C)S(=O)(=O)NC1=CC=C(C=C1)NC1=CC=CC=C1